N-[2-(1H-indol-3-yl)ethyl]-2-iodo-8,9-dihydro-7H-purino[8,9-b][1,3]oxazine-4-amine N1C=C(C2=CC=CC=C12)CCNC=1C=2N=C3OCCCN3C2N=C(N1)I